7-fluoro-2-methoxy-4-methyl-6(5H)-phenanthridinone FC1=C2C(NC=3C(=CC(=CC3C2=CC=C1)OC)C)=O